1,3-diethyl-1,3-dimethyl-disiloxane C(C)[SiH](O[SiH](C)CC)C